FC=1C=C(C=C(C1)F)S(=O)(=O)N1CCC2(C[C@H](CO2)N2CC3(COC3)C2)CC1 |r| Rac-8-((3,5-difluorophenyl)sulfonyl)-3-(2-oxa-6-azaspiro[3.3]hept-6-yl)-1-oxa-8-azaspiro[4.5]decane